(2-(1-ethyl-1H-indol-2-yl)-1-methyl-1H-benzo[d]imidazol-5-yl)methanone, hydrochloride salt Cl.C(C)N1C(=CC2=CC=CC=C12)C1=NC2=C(N1C)C=CC(=C2)C=O